F[C@H]1CN(CC1)C (R)-3-fluoro-N-methylpyrrolidine